6-methyl-2,6-diaza-spiro[3.4]octan-5-one tosylat S(=O)(=O)(O)C1=CC=C(C)C=C1.CN1C(C2(CNC2)CC1)=O